ClC=1C2=C(N=CN1)C(=CS2)C(F)(F)F 4-chloro-7-(trifluoromethyl)thieno[3,2-d]pyrimidine